4-[4-(3,5-Difluoro-phenyl)-3-methyl-pyrazol-1-yl]-1H-pyrrolo[2,3-b]pyridine FC=1C=C(C=C(C1)F)C=1C(=NN(C1)C1=C2C(=NC=C1)NC=C2)C